C(C)(C)(C)OC([C@@H](NC(=O)N1C=NC=C1)CCC(=O)OC(C)(C)C)=O N-(1H-imidazole-1-carbonyl)-glutamic acid di-tert-butyl ester